6-(5-cyano-1-(1-methylpiperidin-4-yl)-1H-pyrazol-4-yl)-4-((3-fluoropyridin-2-yl)thio)pyrazolo[1,5-a]pyridine-3-carbonitrile C(#N)C1=C(C=NN1C1CCN(CC1)C)C=1C=C(C=2N(C1)N=CC2C#N)SC2=NC=CC=C2F